CC1CCC(N(C1)C(C(=O)NC1CC(CNC1)C(=O)N)=O)C1CC=2C=NNC2CC1 5-(2-(5-methyl-2-(4,5,6,7-tetrahydro-1H-indazol-5-yl)piperidin-1-yl)-2-oxoacetamido)piperidine-3-carboxamide